N-(bis(4-(tributylsilyl)phenyl)phosphaneyl)-N-butyl-1-(4-(tributylsilyl)phenyl)-1-(2-(trimethylsilyl)phenyl)phosphanamine C(CCC)[Si](C1=CC=C(C=C1)P(N(P(C1=C(C=CC=C1)[Si](C)(C)C)C1=CC=C(C=C1)[Si](CCCC)(CCCC)CCCC)CCCC)C1=CC=C(C=C1)[Si](CCCC)(CCCC)CCCC)(CCCC)CCCC